C(CCCCCC)OC(=O)C1=C(C=CC=C1C(=O)OCCCCCCC)C1=CC(=C(C=C1)C(=O)OCCCCCCC)C(=O)OCCCCCCC 2,3,3',4'-biphenyltetracarboxylic acid tetraheptyl ester